5-((S)-5-methyl-3,4,5,6-tetrahydropyridin-2-yl)-2-(1,4,4-trimethylpyrrolidin-3-yl)benzo[d]thiazole C[C@H]1CCC(=NC1)C=1C=CC2=C(N=C(S2)C2CN(CC2(C)C)C)C1